2-Chloro-4-(2,2-dimethylpropylsulfonyl)phenol ClC1=C(C=CC(=C1)S(=O)(=O)CC(C)(C)C)O